CS(=NC(=O)C=1C(=NC2=CC=CC=C2C1)COC1=CC=C(C=C1)C1=NN(C=C1C1=CC=NC=C1)C)(=O)C N-[Dimethyl(oxo)-λ6-sulfanylidene]-2-[[4-[1-methyl-4-(4-pyridyl)pyrazol-3-yl]phenoxy]methyl]quinoline-3-carboxamide